ascorbic acid Disodium sulfate S(=O)(=O)([O-])[O-].[Na+].[Na+].O=C1C(O)=C(O)[C@H](O1)[C@@H](O)CO